3-bromo-5-fluoro-4-(hydroxymethyl)benzoic acid BrC=1C=C(C(=O)O)C=C(C1CO)F